5-fluoro-2-hydrazineylpyridine FC=1C=CC(=NC1)NN